6-pyrimidin-5-yl-1,3-benzothiazol-2-amine N1=CN=CC(=C1)C1=CC2=C(N=C(S2)N)C=C1